C12(CC(C1)C2)N2C(C(N(CC2)CC2=NOC(=C2)C2=CC=C(C=C2)F)=O)=O 1-(bicyclo[1.1.1]pentan-1-yl)-4-((5-(4-fluorophenyl)isoxazol-3-yl)methyl)piperazine-2,3-dione